6-((1S,4S)-2,5-diazabicyclo[2.2.1]heptan-2-yl)-N-(4-(2,2-difluoroethoxy)-2,3-difluorophenyl)pyrido[3,2-d]pyrimidin-4-amine [C@@H]12N(C[C@@H](NC1)C2)C=2C=CC=1N=CN=C(C1N2)NC2=C(C(=C(C=C2)OCC(F)F)F)F